8-chloro-N,2-dimethyl-5-(5-methylfuran-2-yl)-[1,2,4]triazolo[1,5-c]pyrimidin-7-amine ClC=1C=2N(C(=NC1NC)C=1OC(=CC1)C)N=C(N2)C